C(C)OC(C)C=C 2-ethoxy-3-butene